tert-butyl 6,6-difluoro-1,4-diazacycloheptane-1-carboxylate FC1(CNCCN(C1)C(=O)OC(C)(C)C)F